7-[5-bromo-4-(methylamino)pyridin-2-yl]pyrrolo[1,2-b]pyridazine-3-carbonitrile BrC=1C(=CC(=NC1)C1=CC=C2N1N=CC(=C2)C#N)NC